(1S,3S)-1-methyl-1,2,3,4-tetrahydro-beta-carboline-3-carboxylic acid C[C@@H]1N[C@@H](CC=2C3=CC=CC=C3NC12)C(=O)O